C1(CC1)C=1N=NN(C1)[C@H](C(=O)N1[C@@H](C[C@H](C1)O)C(=O)NCCN1C=NC(=CC1=O)C)C(C)(C)C (2S,4r)-1-[(2S)-2-(4-cyclopropyl-triazol-1-yl)-3,3-dimethyl-butyryl]-4-hydroxy-N-[2-(4-methyl-6-oxo-pyrimidin-1-yl)ethyl]pyrrolidine-2-carboxamide